CC1=C(NC2=CC=C(C=C12)C1CCNCC1)C1=C2C(=NC=C1)NC=C2O 4-(3-methyl-5-(piperidin-4-yl)-1H-indol-2-yl)-1H-pyrrolo[2,3-b]pyridin-3-ol